E-E-tetrafluoroethylene FC(=C(F)F)F